(5S)-5-(3,5-difluorophenyl)-2-(trans-3-{[2-(methylsulfanyl)pyrimidin-4-yl]oxy}cyclobutyl)-2,5,6,7-tetrahydro-3H-pyrrolo[2,1-c][1,2,4]triazol-3-one FC=1C=C(C=C(C1)F)[C@@H]1CCC2=NN(C(N21)=O)[C@@H]2C[C@H](C2)OC2=NC(=NC=C2)SC